C1(CCCCC1)C[C@H](C(=O)N1CC2(CCCC2)[C@@](CC1)(O)CN1C(C=C(C(=C1)C(=O)N1CCNCC1)C1CC1)=O)C 1-(((R)-7-((R)-3-cyclohexyl-2-methylpropanoyl)-10-hydroxy-7-azaspiro[4.5]decan-10-yl)methyl)-4-cyclopropyl-5-(piperazine-1-carbonyl)pyridin-2(1H)-one